O1COCC1CO [1,3]Dioxolan-5-ylmethanol